ClCCN([Si](C)(C)C)CCCl N,N-bis(2-chloroethyl)-N-(trimethylsilyl)amine